FC1=CC2=C(NC(CO2)=O)C=C1[N+](=O)[O-] 7-fluoro-6-nitro-2H-1,4-benzoxazin-3(4H)-one